N[C@@H](C(=O)OC)CC1=CC(=CC=C1)NC1C(CCC1)=O methyl (2R)-2-amino-3-{3-[(2-oxocyclopentyl)amino]phenyl}propanoate